N4-(1H-pyrazol-3-ylmethyl)-N2-(1-pyrrolidin-3-ylpyrazol-4-yl)-5-(trifluoromethyl)pyrimidine-2,4-diamine N1N=C(C=C1)CNC1=NC(=NC=C1C(F)(F)F)NC=1C=NN(C1)C1CNCC1